1,3,5-trifluoro-2-isothiocyanatobenzene FC1=C(C(=CC(=C1)F)F)N=C=S